3-(2-chloro-3,6-difluoro-benzyloxy)-5-(1H-indol-5-yl)-pyridin-2-ylamine ClC1=C(COC=2C(=NC=C(C2)C=2C=C3C=CNC3=CC2)N)C(=CC=C1F)F